2-(4-(4,4,5,5-tetramethylol-1,3,2-dioxaborolan-2-yl)phenyl)-1,10-phenanthroline C(O)C1(OB(OC1(CO)CO)C1=CC=C(C=C1)C1=NC2=C3N=CC=CC3=CC=C2C=C1)CO